C1(CCC1)CN1N=CC(=C1)CNC(=O)[C@H]1N(C[C@@H](C1)O)C([C@H](C(C)(C)C)N1N=NC(=C1)C1CC1)=O (2S,4R)-N-[[1-(cyclobutylmethyl)pyrazol-4-yl]methyl]-1-[(2S)-2-(4-cyclopropyltriazol-1-yl)-3,3-dimethyl-butanoyl]-4-hydroxy-pyrrolidine-2-carboxamide